[Ba+2].C([O-])([O-])=O.[Na+] sodium carbonate, barium salt